N-(5-chloro-1-(trifluoromethyl)-1H-pyrazol-4-yl)-6-methoxy-1-(phenylsulfonyl)-1H-indole-3-sulfonamide ClC1=C(C=NN1C(F)(F)F)NS(=O)(=O)C1=CN(C2=CC(=CC=C12)OC)S(=O)(=O)C1=CC=CC=C1